C1N(CC12CCC2)C(=O)OCC2=C(N=NN2C)C2=CC=C(C=N2)OC2CC(CCC2)C(=O)O 3-((6-(5-(((2-azaspiro[3.3]heptane-2-carbonyl)oxy)methyl)-1-methyl-1H-1,2,3-triazol-4-yl)pyridin-3-yl)oxy)cyclohexane-1-carboxylic acid